2-bromo-5-(isobutoxymethyl)phenol BrC1=C(C=C(C=C1)COCC(C)C)O